N1C=C(C2=CC=CC=C12)NC=1N=C(C2=C(N1)N=CC=C2)NC2=CNC1=CC=CC=C21 N2,N4-di(1H-indol-3-yl)pyrido[2,3-d]pyrimidine-2,4-diamine